COCCN1CCN(CC1)C=1OC2=C(N1)C=CC(=C2)N2C=C(C(C=C2C2=CC=C(C=C2)N2CCCC2)=O)C(=O)O 1-(2-(4-(2-methoxyethyl)piperazin-1-yl)benzo[d]oxazol-6-yl)-4-oxo-6-(4-(pyrrolidine-1-yl)phenyl)-1,4-dihydropyridine-3-carboxylic acid